4,4'-Methylen-bis-(N,N-diglycidylanilin) C(C1=CC=C(N(CC2CO2)CC2CO2)C=C1)C1=CC=C(N(CC2CO2)CC2CO2)C=C1